C(C)(C)(C)OC(=O)N1C[C@@H](OCC1)CC1=C(N=C2N1C=CC(=C2)C)C2=C(C=C(C=C2F)C(=O)OC(C)(C)C)F (S)-2-((2-(4-(tert-butoxycarbonyl)-2,6-difluorophenyl)-7-methylimidazo[1,2-a]pyridin-3-yl)methyl)morpholine-carboxylic acid tert-butyl ester